C(C)(C)(C)OC(N[C@@H](C)CC=O)=O (S)-(4-oxobutan-2-yl)carbamic acid tert-butyl ester